[N+](=O)([O-])C1=CC=C(O1)C(=O)N1CCN(CC1)C1=CC=C(C=O)C=C1 4-[4-(5-Nitrofuran-2-carbonyl)piperazin-1-yl]benzaldehyde